N-(4-(benzo[d]oxazol-5-yl)phenyl)-N-(3-(1-cyclopropyl-1H-pyrazol-4-yl)phenyl)cyclohexanamide O1C=NC2=C1C=CC(=C2)C2=CC=C(C=C2)N(C(=O)C2CCCCC2)C2=CC(=CC=C2)C=2C=NN(C2)C2CC2